2-(4-(((2-aminoethyl)amino)methyl)-4-phenethylpiperidin-1-yl)-1-(4-(2-ethoxy-6-fluorobenzyl)piperazin-1-yl)ethan-1-one NCCNCC1(CCN(CC1)CC(=O)N1CCN(CC1)CC1=C(C=CC=C1F)OCC)CCC1=CC=CC=C1